3-(4-chlorophenyl)-N-cyclopropyl-1H-pyrrolo[3,2-b]pyridine-2-carboxamide ClC1=CC=C(C=C1)C1=C(NC=2C1=NC=CC2)C(=O)NC2CC2